3-{[3-fluoro-2-(prop-2-en-1-yloxy)phenyl]amino}-2-[3-(2-methoxy-2-methylpropoxy)pyridin-4-yl]-1,5,6,7-tetrahydro-4H-pyrrolo[3,2-c]pyridin-4-one FC=1C(=C(C=CC1)NC1=C(NC2=C1C(NCC2)=O)C2=C(C=NC=C2)OCC(C)(C)OC)OCC=C